C[C@@H]1CN(C[C@@H](O1)C)C(=O)C=1C2=C(N(N1)CC(=O)N1CCN(CC1)C1=C(C(=CC(=C1)F)F)F)CCC2 2-{3-[(2R,6S)-2,6-Dimethylmorpholin-4-carbonyl]-5,6-dihydrocyclopenta[c]pyrazol-1(4H)-yl}-1-[4-(2,3,5-trifluorophenyl)piperazin-1-yl]ethanon